1-(3,5-bistrifluoromethylphenyl)-5-amino-1H-pyrazole-4-carboxylic acid ethyl ester C(C)OC(=O)C=1C=NN(C1N)C1=CC(=CC(=C1)C(F)(F)F)C(F)(F)F